5-[2-(2-Fluoro-3-methoxy-4-methyl-phenylamino)-5-methyl-pyrimidin-4-ylamino]-3H-benzooxazol-2-one trifluoroacetate salt FC(C(=O)O)(F)F.FC1=C(C=CC(=C1OC)C)NC1=NC=C(C(=N1)NC=1C=CC2=C(NC(O2)=O)C1)C